(2S,4S)-4-Amino-N-(3-chloro-4-fluorophenyl)-N-ethyl-1-(6-methyl-4-(trifluoromethyl)pyridin-2-yl)-5-oxopyrrolidine-2-carboxamide N[C@H]1C[C@H](N(C1=O)C1=NC(=CC(=C1)C(F)(F)F)C)C(=O)N(CC)C1=CC(=C(C=C1)F)Cl